[Br-].CC1(CC=C(C=C1)N)N p-Toluenediamine bromide